CC=1C=C2C(C=COC2=C(C1)[2H])=O 6-methylchromen-4-one-8-d